aluminum vinylethyl phosphonate P(OCCC=C)([O-])=O.[Al+3].C(=C)CCOP([O-])=O.C(=C)CCOP([O-])=O